ClC1=NC=CC=C1CNCC=1C=NC(=CC1)Cl 1-(2-chloropyridin-3-yl)-N-((6-chloropyridin-3-yl)methyl)methylamine